BrC=1C=CC2=C(SCC2=O)C1 6-bromobenzo[b]thiophen-3(2H)-one